6-methoxy-N-({5-[5-(trifluoromethyl)-1,2,4-oxadiazol-3-yl]pyridin-2-yl}methyl)pyridin-3-amine COC1=CC=C(C=N1)NCC1=NC=C(C=C1)C1=NOC(=N1)C(F)(F)F